tetrabutyl-phosphonium bis(trifluoromethanesulfonyl)imide salt [N-](S(=O)(=O)C(F)(F)F)S(=O)(=O)C(F)(F)F.C(CCC)[P+](CCCC)(CCCC)CCCC